(2-chloro-4-fluoro-phenyl)-(3-methylpiperazin-1-yl)methanone ClC1=C(C=CC(=C1)F)C(=O)N1CC(NCC1)C